OC1=C(C=CC(=C1)O)C(CCC(=O)OC[C@H]([C@@H]([C@H](CO)O)O)O)C 5-O-[4-(2,4-dihydroxyphenyl)pentanoyl]-D-xylitol